5-[(1,4-dimethoxy-3-methylnaphthalen-2-yl)methyl]-2-[2-(trimethylsilyl)ethynyl]pyrimidine COC1=C(C(=C(C2=CC=CC=C12)OC)C)CC=1C=NC(=NC1)C#C[Si](C)(C)C